1-benzyl 2-ethyl (2R,3S,5S)-5-(methoxymethyl)-3-[[(4-methoxyphenyl)methyl]amino]-pyrrolidine-1,2-dicarboxylate COC[C@@H]1C[C@@H]([C@@H](N1C(=O)OCC1=CC=CC=C1)C(=O)OCC)NCC1=CC=C(C=C1)OC